C[C@H](CC=1C=C(C=C(C1)O)O)CCCCCCCCC 5-[(2S)-2-Methylundecyl]benzene-1,3-diol